NC1=C(C=C(C=N1)C=1C(=NN(C1)C)CN1CCN(CC1)CC1CCN(CC1)C=1C=C2CN(C(C2=CC1)=O)C1C(NC(CC1)=O)=O)O[C@H](C)C1=CC(=CC=C1)F 3-(5-(4-((4-((4-(6-amino-5-((R)-1-(3-fluorophenyl)ethoxy)pyridin-3-yl)-1-methyl-1H-pyrazol-3-yl)methyl)piperazin-1-yl)methyl)piperidin-1-yl)-1-oxoisoindolin-2-yl)piperidine-2,6-dione